3-(6-amino-1-(4-amino-2,6-difluorobenzyl)-1H-pyrazolo[3,4-d]pyrimidine-4-yl)-2-fluorobenzonitrile NC1=NC(=C2C(=N1)N(N=C2)CC2=C(C=C(C=C2F)N)F)C=2C(=C(C#N)C=CC2)F